3-(5-(4-(((3-(1H-imidazol-1-yl)propyl)amino)methyl)pyridin-2-yl)-1-oxoisoindolin-2-yl)piperidine-2,6-dione N1(C=NC=C1)CCCNCC1=CC(=NC=C1)C=1C=C2CN(C(C2=CC1)=O)C1C(NC(CC1)=O)=O